OCCOCCN1N=NC2=C1C=CC(=C2C)C(CC(=O)OCC)C2=CC=C1CCN(CC1=C2)S(=O)(=O)C2=CC=C(C=C2)O ethyl 3-(1-(2-(2-hydroxyethoxy)ethyl)-4-methyl-1H-benzo[d][1,2,3]triazol-5-yl)-3-(2-((4-hydroxyphenyl)sulfonyl)-1,2,3,4-tetrahydroisoquinolin-7-yl)propanoate